(S)-N-(5-bromo-2-((1-hydroxypropan-2-yl)amino)phenyl)-4-methylbenzenesulfonamide BrC=1C=CC(=C(C1)NS(=O)(=O)C1=CC=C(C=C1)C)N[C@H](CO)C